2-amino-5-[2,6-difluoro-3-[(2,2,2-trifluoroacetyl)amino]benzoyl]benzoic acid NC1=C(C(=O)O)C=C(C=C1)C(C1=C(C(=CC=C1F)NC(C(F)(F)F)=O)F)=O